7-amino-N-[3-fluoro-2-(piperazin-1-yl)-5,6,7,8-tetrahydroquinolin-6-yl]-3-methylthieno[2,3-b]pyrazine-6-carboxamide NC1=C(SC2=NC(=CN=C21)C)C(=O)NC2CC=1C=C(C(=NC1CC2)N2CCNCC2)F